1,5,9-trimethyl-1,5,9-cyclododecatriene CC1=CCCC(=CCCC(=CCC1)C)C